tert-butyl (E)-(4-(N-(tert-butyldiphenylsilyl)sulfamoyl)-2-methylbut-3-en-2-yl)carbamate [Si](C1=CC=CC=C1)(C1=CC=CC=C1)(C(C)(C)C)NS(=O)(=O)/C=C/C(C)(C)NC(OC(C)(C)C)=O